methyl-(phenyl)methoxypropoxysilane C[SiH2]OCCCOCC1=CC=CC=C1